1,4-butanediol isocyanate [N-]=C=O.C(CCCO)O